C(\C=C/C=CC=CCCCCCCCCCC)=O (Z)-Heptadecatrienal